N-(3-(1H-1,2,4-triazol-1-yl)propyl)-6-nitrobiphenyl-3-amine N1(N=CN=C1)CCCNC=1C=C(C(=CC1)[N+](=O)[O-])C1=CC=CC=C1